rac-(R,Z)-2-(1-hydroxycyclooct-4-en-1-yl)ethyl 4-(4-(2-fluoroethoxy)-3-methylbenzoyl)piperazine-1-carboxylate FCCOC1=C(C=C(C(=O)N2CCN(CC2)C(=O)OCC[C@@]2(CC\C=C/CCC2)O)C=C1)C |r|